1-(4-fluorophenyl)-1H-pyrazole FC1=CC=C(C=C1)N1N=CC=C1